NC=1C(=C(C=CC1)C1=C(C(=CC=C1)NC(=O)C1=CC=C(C=N1)CN(C(OC(C)(C)C)=O)CCO)C)C tert-butyl ((6-((3'-amino-2,2'-dimethyl-[1,1'-biphenyl]-3-yl)carbamoyl)pyridin-3-yl)methyl)(2-hydroxyethyl)carbamate